2-(5'-bromo-2'-oxo-spiro[cyclopentane-1,3'-indolin]-1'-yl)acetic acid BrC=1C=C2C3(C(N(C2=CC1)CC(=O)O)=O)CCCC3